1-(3-aminophenyl)-2,2,2-trifluoroethanol NC=1C=C(C=CC1)C(C(F)(F)F)O